2-[1-(2-Difluoromethyl-pyridin-4-yl)-azetidin-3-yl]-1-(3,5,6,7-tetrahydro-1H-2,4-diaza-s-indacen-2-yl)-ethanone FC(C1=NC=CC(=C1)N1CC(C1)CC(=O)N1CC2=CC=3CCCC3N=C2C1)F